C(C)[Si]1(CCC1)CC=C 1-ethyl-1-allyl-1-silacyclobutane